[Br-].BrCCC[P+](C1=CC=CC=C1)(C1=CC=CC=C1)C1=CC=CC=C1 (3-Bromopropyl)triphenyl-phosphonium bromide